8-isobutoxy-N-(1-(methylsulfonyl)piperidin-4-yl)-7-(1H-pyrazol-4-yl)-[1,2,4]triazolo[1,5-c]pyrimidin-2-amine C(C(C)C)OC=1C=2N(C=NC1C=1C=NNC1)N=C(N2)NC2CCN(CC2)S(=O)(=O)C